FC1=C(C=CC=C1F)CN1C(CCC1=O)CC(=O)NCCC1=CNC2=CC=C(C=C12)OC 2-[1-[(2,3-difluorophenyl)methyl]-5-oxopyrrolidin-2-yl]-N-[2-(5-methoxy-1H-indol-3-yl)ethyl]acetamid